pregnenecarboxylic acid C[C@]12CC[C@H]3[C@H]([C@@H]1CC[C@@H]2C=CC(=O)O)CCC4[C@@]3(CCCC4)C